non-2-yn-1-yl 4-aminobutanoate NCCCC(=O)OCC#CCCCCCC